The molecule is a branched amino pentasaccharide comprising a linear chain of beta-D-galactose, N-acetyl-beta-D-glucosamine, beta-D-galactose and N-acetyl-beta-D-glucosamine, linked (1->3), (1->3) and (1->4) respectively, with an alpha-L-fucose residue linked to the reducing-end N-acetyl-beta-D-glucosamine residue. C[C@H]1[C@H]([C@H]([C@@H]([C@@H](O1)O[C@@H]2[C@H]([C@@H](O[C@@H]([C@H]2O[C@H]3[C@@H]([C@H]([C@H]([C@H](O3)CO)O)O[C@H]4[C@@H]([C@H]([C@@H]([C@H](O4)CO)O)O[C@H]5[C@@H]([C@H]([C@H]([C@H](O5)CO)O)O)O)NC(=O)C)O)CO)O)NC(=O)C)O)O)O